CC1CS(=O)(=O)OC=C1 2-methyl-3-butene-1,4-sultone